(E)-4-(3-(4-methoxyphenyl)acryloyl)piperazine-1-carboxylic acid tert-butyl ester C(C)(C)(C)OC(=O)N1CCN(CC1)C(\C=C\C1=CC=C(C=C1)OC)=O